NC1=CC=C(C(=N1)C1=NC(=NC(=N1)NC(C)(C)C)NC1=CC(=NC=C1)C(F)(F)F)F 6-(6-amino-3-fluoropyridin-2-yl)-N2-(tert-butyl)-N4-(2-(trifluoromethyl)pyridin-4-yl)-1,3,5-triazine-2,4-diamine